2β-hydroxyethyloxy-para-phenylenediamine OCCOC1=C(C=CC(=C1)N)N